C(C)(C)(C)C=1C=C(C=C(C1OC)C(C)(C)C)O 3,5-di-tert-butyl-4-methoxyphenol